5-(2'-Methoxy-4'-methyl-3,4,5,6-tetrahydro-2H-[1,3']bipyridinyl-4-yl)-2-methyl-7-[(S)-1-(2-trifluoromethyl-phenyl)-ethyl]-2,4,5,7-tetrahydro-pyrazolo[3,4-d]pyrimidin-6-on COC1=NC=CC(=C1N1CCC(CC1)N1C(N(C=2C(C1)=CN(N2)C)[C@@H](C)C2=C(C=CC=C2)C(F)(F)F)=O)C